C[Si](OC(=C([Si](C)(C)O[SiH2]C)O[Si](C)(C)C)C1=CC=CC=C1)(C)C bis(trimethylsiloxy)[methylsiloxy]dimethylsilylstyrene